CC1=C(C=CC(=C1)C)S(=O)(=O)N1CCC2(CN(C2)CC2(CCCCC2)O)CC1 1-((7-((2,4-dimethylphenyl)sulfonyl)-2,7-diazaspiro[3.5]nonan-2-yl)methyl)cyclohexan-1-ol